FC(C(=O)O)(F)F.NCC(CN1N=CN(C1=O)CC1=C(C=CC=C1)C1C(N(C2=CC=CC=C2C1)C)=O)=C(F)F [2-[[1-[2-(aminomethyl)-3,3-difluoro-allyl]-5-oxo-1,2,4-triazol-4-yl]methyl]phenyl]-1-methyl-3,4-dihydroquinolin-2-one trifluoroacetate